N-((S)-2-cyano-1-(4-(ethylsulfonyl)phenyl)ethyl)-4-((2S,4S)-2-((difluoromethoxy)methyl)-4-((5-methoxypyridin-2-yl)oxy)pyrrolidin-1-yl)benzamide C(#N)C[C@@H](C1=CC=C(C=C1)S(=O)(=O)CC)NC(C1=CC=C(C=C1)N1[C@@H](C[C@@H](C1)OC1=NC=C(C=C1)OC)COC(F)F)=O